diethyl-amine (diethyl aminoethyl hexanoate) C(C)N(CC)CCC(C(=O)O)CCCC.C(C)NCC